ClC1=CC(=C(C=C1)C1(OC2=C(O1)C=CC=C2C2CCN(CC2)CC2=NC1=C(N2CC=2N=NN(C2)C)C=C(C=C1)C(=O)O)C)F 2-({4-[2-(4-chloro-2-fluorophenyl)-2-methyl-1,3-benzodioxol-4-yl]piperidin-1-yl}methyl)-1-[(1-methyl-1H-1,2,3-triazol-4-yl)methyl]-1H-benzimidazole-6-carboxylic acid